The molecule is a tricarboxylic acid trianion that is the tricarboxylate anion of luteolin 7-O-[(beta-D-glucosyluronic acid)-(1->2)-(beta-D-glucosiduronic acid)] 4'-O-beta-D-glucosiduronic acid; major species at pH 7.3. It is a tricarboxylic acid trianion and a carbohydrate acid derivative anion. It is a conjugate base of a luteolin 7-O-[(beta-D-glucosyluronic acid)-(1->2)-(beta-D-glucosiduronic acid)] 4'-O-beta-D-glucosiduronic acid. It is a conjugate acid of a luteolin 7-O-[(beta-D-glucosyluronate)-(1->2)-(beta-D-glucosiduronate)] 4'-O-beta-D-glucosiduronate(4-). C1=CC(=C(C=C1C2=CC(=O)C3=C(C=C(C=C3O2)O[C@H]4[C@@H]([C@H]([C@@H]([C@H](O4)C(=O)[O-])O)O)O[C@H]5[C@@H]([C@H]([C@@H]([C@H](O5)C(=O)[O-])O)O)O)O)O)O[C@H]6[C@@H]([C@H]([C@@H]([C@H](O6)C(=O)[O-])O)O)O